(R)-6-(3-methylpiperazin-1-yl)-N-(6-(o-tolyl)-5-(trifluoromethyl)pyridin-2-yl)pyridine-2-sulfonamide hydrochloride Cl.C[C@@H]1CN(CCN1)C1=CC=CC(=N1)S(=O)(=O)NC1=NC(=C(C=C1)C(F)(F)F)C1=C(C=CC=C1)C